C(C)(=O)[O-].C(C)(=O)[O-].C(CCCCCCC)[Sn+2] octyltin diacetate